CC1=NC(=CC=C1C1=C(C(=C(C(=C1N1C2=CC=CC=C2C=2C=CC=CC12)C1=NC(=NC(=C1)C1=CC=CC=C1)C1=CC=CC=C1)N1C2=CC=CC=C2C=2C=CC=CC12)N1C2=CC=CC=C2C=2C=CC=CC12)N1C2=CC=CC=C2C=2C=CC=CC12)C 9,9',9'',9'''-(4-(2,6-dimethylpyridin-3-yl)-6-(2,6-diphenylpyrimidin-4-yl)benzene-1,2,3,5-tetrayl)tetrakis(9H-carbazole)